COC=1C=CC=2C(C3=CC=CC=C3SC2C1)NC(=O)C=1C(NC(=CC1)C(F)(F)F)=O N-(3-methoxy-9H-thioxanthen-9-yl)-2-oxo-6-(trifluoromethyl)-1,2-dihydropyridine-3-carboxamide